3-({8-cyclopropyl-5H,6H,8H-imidazo[2,1-c][1,4]oxazin-2-yl}sulfonyl)-1-(6-methyl-5-{1H-pyrrolo[2,3-b]pyridin-4-yl}-2,3-dihydro-1H-inden-4-yl)urea C1(CC1)C1OCCN2C1=NC(=C2)S(=O)(=O)NC(NC2=C1CCCC1=CC(=C2C2=C1C(=NC=C2)NC=C1)C)=O